4-(1-hydroxyallyl)-4-phenethylpiperidine-1-carboxylic acid tert-butyl ester C(C)(C)(C)OC(=O)N1CCC(CC1)(CCC1=CC=CC=C1)C(C=C)O